1-[2-(4-piperazin-1-yl-phenylamino)-pyrimidin-4-yl]-1H-pyrrolo[2,3-b]pyridine-3-carboxamide N1(CCNCC1)C1=CC=C(C=C1)NC1=NC=CC(=N1)N1C=C(C=2C1=NC=CC2)C(=O)N